(E)-N-methyl-2-(phenyl-(pyridin-2-yl)methylene)hydrazinecarbothioamide CNC(=S)N/N=C(/C1=NC=CC=C1)\C1=CC=CC=C1